FC(CNC(=O)C1CNCCC1)F 3-(2,2-difluoroethylcarbamoyl)piperidine